((2S,3S,4S)-3,4-dihydroxy-1-methylpiperidin-2-yl)methyl (S)-1-(4-fluorophenyl)-3,4-dihydroisoquinoline-2(1H)-carboxylate FC1=CC=C(C=C1)[C@@H]1N(CCC2=CC=CC=C12)C(=O)OC[C@@H]1N(CC[C@@H]([C@H]1O)O)C